OC(C1=CC=C(C#N)C=C1)C1=CC=C(C#N)C=C1 4,4'-(hydroxymethylene)dibenzonitrile